ClC1=NC2=CC(=C(C=C2C(=N1)NCC1=CSC=C1)OC)OC 2-chloro-6,7-dimethoxy-N-(thiophen-3-ylmethyl)quinazolin-4-amine